ClC1=CC=C(C=C1)NC1=CC=NC2=CC=CC=C12 N-(4-chlorophenyl)quinolin-4-amine